O1CCN(CC1)C1=CC=C(C=C1)C1=CC2=C(N=C(S2)N)C=C1 6-(4-Morpholinophenyl)-1,3-benzothiazol-2-amine